ClC=1N=C2C(=C(C(N(C2=CC1)C)=O)C#N)N(C)[C@@H]1CC[C@@H](CC1)N(C1=CC(=C(C=C1)F)OC)CC1CC1 cis-6-chloro-4-((4-((cyclopropylmethyl)(4-fluoro-3-methoxyphenyl)amino)cyclohexyl)(methyl)amino)-1-methyl-2-oxo-1,2-dihydro-1,5-naphthyridine-3-carbonitrile